C(C)(C)N1CCC(CC1)S(=O)(=O)C=1C=C(C=C(C1)N1CCOCC1)C=1C=NC(=NC1)N 5-(3-((1-isopropylpiperidin-4-yl)sulfonyl)-5-morpholinophenyl)pyrimidin-2-amine